[1,2,4]triazol-3(2H)-one N1NC(N=C1)=O